C(C)OC(COCCOCC1CCN(CC1)C(=O)OC(C)(C)C)=O tert-butyl 4-[2-(2-ethoxy-2-oxo-ethoxy)ethoxymethyl]piperidine-1-carboxylate